ethyl rac-(4S,5R)-3-(3-(((tert-butyldimethylsilyl)oxy)methyl)-4-fluoro-2-methoxyphenyl)-4,5-dimethyl-5-(trifluoromethyl)-4,5-dihydrofuran-2-carboxylate [Si](C)(C)(C(C)(C)C)OCC=1C(=C(C=CC1F)C1=C(O[C@]([C@H]1C)(C(F)(F)F)C)C(=O)OCC)OC |r|